[C@H]12CC(C[C@H](CC1)N2)N(C=2SC=1N=C(SC1N2)C2=CC=C(C=C2)C=2C=NNC2)C N-[(1R,3s,5S)-8-Azabicyclo[3.2.1]octan-3-yl]-N-methyl-5-[4-(1H-pyrazol-4-yl)phenyl][1,3]thiazolo[5,4-d][1,3]thiazol-2-amin